(S)-4-(2,2-difluoro-1-hydroxypropyl)-N-(6-methyl-5-(7-(methylamino)-1,6-naphthyridin-3-yl)pyridin-3-yl)picolinamide FC([C@@H](O)C1=CC(=NC=C1)C(=O)NC=1C=NC(=C(C1)C=1C=NC2=CC(=NC=C2C1)NC)C)(C)F